NC1=NN2C(C(=CC(=C2)C=2C=NN(C2)C(C(C)C)C2=CC=C(C=C2)F)C(=O)N[C@@H](C)CC)=N1 2-Amino-N-[(2S)-butan-2-yl]-6-{1-[1-(4-fluorophenyl)-2-methylpropyl]-1H-pyrazol-4-yl}[1,2,4]triazolo[1,5-a]pyridine-8-carboxamide